OC1=C(C(SC)=O)C=C(C=C1I)C S-methyl 2-hydroxy-3-iodo-5-methylbenzothioate